COC(CC1(CN2C(C=3C=CC(=CC13)OC)=C(C=1C=CC=CC12)C)C)=O Methyl-2-(3-methoxy-5,12-dimethyl-5,6-dihydroindolo[2,1-a]isoquinolin-5-yl)acetate